3,5-dipicolinic acid C1=C(C=NC=C1C(=O)O)C(=O)O